3,3-difluoropropyl 4-methylbenzenesulfonate CC1=CC=C(C=C1)S(=O)(=O)OCCC(F)F